CC1=C(N=NN1)C(=O)O 5-methyl-triazole-4-carboxylic acid